FC(C(CC1=CC=NC=C1)=O)(F)F 1,1,1-Trifluoro-3-(pyridin-4-yl)propan-2-on